6-(3-methyl-2H-pyrazol-4-yl)-N-(1-methylindazol-7-yl)pyridine-3-sulfonamide CC=1NN=CC1C1=CC=C(C=N1)S(=O)(=O)NC=1C=CC=C2C=NN(C12)C